2-[6-(3-fluoro-4-methoxyphenyl)-5-methyl-2-pyridinyl]Quinazoline FC=1C=C(C=CC1OC)C1=C(C=CC(=N1)C1=NC2=CC=CC=C2C=N1)C